pentaerythritol (3-(3,5-di-tert-butyl-4-hydroxyphenyl) propionate) C(C)(C)(C)C=1C=C(C=C(C1O)C(C)(C)C)CCC(=O)OCC(CO)(CO)CO